COC(=O)C1=CC=NC2=CC=C(C=C12)N1CCC(CC1)(C)F 6-(4-fluoro-4-methylpiperidin-1-yl)quinoline-4-carboxylic acid methyl ester